NC(C(CO)O)C(\C=C\CCCCCCCCCCCC)N (E)-3,4-Diaminooctadec-5-en-1,2-diol